N-(methyl(oxo)(pyrimidin-5-yl)-λ6-sulfaneylidene)-7-(5-(trifluoromethyl)-1,2,4-oxadiazol-3-yl)imidazo[1,2-a]pyridine-2-carboxamide CS(=NC(=O)C=1N=C2N(C=CC(=C2)C2=NOC(=N2)C(F)(F)F)C1)(C=1C=NC=NC1)=O